N1(CCC1)C[C@H](C)NC(=O)C1=CC(=NN1C)C1=NC(=NC=C1)NC1=CC(=CC(=C1)C(F)(F)F)C(F)(F)F N-[(2S)-1-(azetidin-1-yl)propan-2-yl]-3-(2-{[3,5-bis(trifluoromethyl)phenyl]amino}pyrimidin-4-yl)-1-methyl-1H-pyrazole-5-carboxamide